(4-hydroxybenzyl)-2-(2-isopropylphenyl)-7,9-dihydro-8H-purin-8-one OC1=CC=C(CN2C3=NC(=NC=C3NC2=O)C2=C(C=CC=C2)C(C)C)C=C1